OC1C(OCC1C1=CC=C(C=C1)C(F)(F)F)=O (+)-3-Hydroxy-4-(p-trifluoromethylphenyl)dihydrofuran-2(3H)-one